C(#N)C=1C(=NC(=CC1C(F)(F)F)C(F)(F)F)N1N=C(C=C1C)C(=O)N(C1=CC=C(C=C1)F)CC 1-(3-cyano-4,6-bis(trifluoromethyl)pyridin-2-yl)-N-ethyl-N-(4-fluorophenyl)-5-methyl-1H-pyrazole-3-carboxamide